1-(4-((4-((2-fluorobenzyl)amino)-7-methoxyquinazolin-6-yl)oxy)piperidin-1-yl)prop-2-en-1-one FC1=C(CNC2=NC=NC3=CC(=C(C=C23)OC2CCN(CC2)C(C=C)=O)OC)C=CC=C1